6-(4-Amino-4-(3-chlorophenyl)piperidin-1-yl)-3-bromo-1H-pyrazolo[3,4-d]pyrimidine-4-carbonitrile NC1(CCN(CC1)C1=NC(=C2C(=N1)NN=C2Br)C#N)C2=CC(=CC=C2)Cl